C(#N)[C@@H]1[C@@H](OC[C@H]([C@H]1O)O)N1C(=O)N=C(N)C=C1 1-(2-C-cyano-2-deoxy-β-D-arabino-pentosyl)-cytosine